N-(4-(tert-butyl)phenyl)-9,9-dimethyl-9H-fluoren-2-amine C(C)(C)(C)C1=CC=C(C=C1)NC1=CC=2C(C3=CC=CC=C3C2C=C1)(C)C